COC=1C=C2C(CN(CC2=CC1)C)(C)C 6-methoxy-2,4,4-trimethyl-1,2,3,4-tetrahydroisoquinolin